BrC=1C(=C2CC[C@H](C2=CC1)NC(=O)OC(C)(C)C)F |r| rac-5-bromo-1-((tert-butoxycarbonyl)amino)-4-fluoro-2,3-dihydro-1H-indene